1-[3-dimethylaminopropyl]-3-ethylcarbodiimide hydrochloride Cl.CN(CCCN=C=NCC)C